C(C)(C)(C)S(=O)(=O)C=1C(=CC2=C(N(C=N2)C2=CC(=NC(=C2)F)N)C1)OC 4-(6-(tert-Butylsulfonyl)-5-methoxy-1H-benzo[d]imidazol-1-yl)-6-fluoropyridin-2-amine